ClC=1C=C(C=C(C1)Cl)CCC(=O)NC1=C(C(=NN1)C1=CC=NC=C1)C 3-(3,5-Dichlorophenyl)-N-(4-methyl-3-(pyridin-4-yl)-1H-pyrazol-5-yl)propanamide